7-(2,4-difluoro-6-(2-methoxyethoxy)phenyl)-6-((4S,6R)-4,6-dimethyl-4,5,6,7-tetrahydropyrazolo[1,5-a]pyrazin-2-yl)thieno[3,2-c]pyridin-4-yl trifluoromethanesulfonate FC(S(=O)(=O)OC1=NC(=C(C2=C1C=CS2)C2=C(C=C(C=C2OCCOC)F)F)C2=NN1C([C@@H](N[C@@H](C1)C)C)=C2)(F)F